S1C=NC2=C1C=C(C=C2)\C=C\2/N=C(NC2=O)N[C@@H](CO)CC2CCC2 (4Z)-4-(1,3-Benzothiazol-6-ylmethylene)-2-[[(1R)-1-(cyclobutylmethyl)-2-hydroxy-ethyl]amino]-1H-imidazol-5-one